hydrogen thioperoxide OS